COC(C=CC1=C(C=CC(=C1)C(C)C)C(C)C)=O methyl-2,5-diisopropylcinnamate